C(C)N(C(C)C)C(C)C N-Ethyl-diisopropylamine